(R)-2-chloro-8-methyl-N-(5-methyl-6-(2H-1,2,3-triazol-2-yl)pyridin-3-yl)-8-(trifluoromethyl)-7,8-dihydro-6H-pyrazolo[1,5-a]pyrrolo[2,3-e]pyrimidine-6-carboxamide ClC1=NN2C(N=CC3=C2[C@@](CN3C(=O)NC=3C=NC(=C(C3)C)N3N=CC=N3)(C(F)(F)F)C)=C1